4-(3'-diethylaminopropyl)-3,5-dimethyl-hepta-2,5-dien-4-ol C(C)N(CCCC(C(=CC)C)(C(=CC)C)O)CC